1-(trans-4-(3-chloro-5-fluorophenyl)-1-(2-methoxyethyl)pyrrolidin-3-yl)-3-(1',4-dimethyl-1-phenyl-1H,1'H-[3,4'-bipyrazol]-5-yl)urea ClC=1C=C(C=C(C1)F)[C@H]1[C@@H](CN(C1)CCOC)NC(=O)NC1=C(C(=NN1C1=CC=CC=C1)C=1C=NN(C1)C)C